NC1=NC=CC(=C1F)CC=1C(=C(C(=C(C(=O)NCCCC=C)C1)NC1=C(C=C(C=C1)I)F)F)F 5-((2-amino-3-fluoropyridin-4-yl)methyl)-3,4-difluoro-2-((2-fluoro-4-iodophenyl)amino)-N-(pent-4-en-1-yl)benzamide